[5-[1-(2,6-dioxopiperidin-3-yl)-3-methyl-2-oxo-1,3-benzodiazol-4-yl]pent-4-yn-1-yl]carbamate O=C1NC(CCC1N1C(N(C2=C1C=CC=C2C#CCCCNC([O-])=O)C)=O)=O